FC1=CC(=NC=C1F)NC1=CC(=C(N=N1)C(=O)NC([2H])([2H])[2H])NC1=NC=CC(=C1OC)C1=NN(C=N1)C 6-[(4,5-difluoropyridin-2-yl)amino]-4-{[3-methoxy-4-(1-methyl-1H-1,2,4-triazol-3-yl)pyridin-2-yl]amino}-N-(2H3)methylpyridazine-3-carboxamide